FC=1C(=NC(=NC1)NC1CC(CCC1)C(=O)O)C1=CC(=CC=C1)C1COC1 3-((5-fluoro-4-(3-(oxetan-3-yl)phenyl)pyrimidin-2-yl)amino)cyclohexane-1-carboxylic acid